(1r,3r)-3-(5,7-difluoro-2-(4-fluorophenyl)-1H-indol-3-yl)cyclobutan-1-ol FC=1C=C2C(=C(NC2=C(C1)F)C1=CC=C(C=C1)F)C1CC(C1)O